(11S)-1-{4-[6-amino-10,11-dihydro-8H-[1,4]oxazino[4',3':1,2]imidazo[4,5-c]quinolin-11-yl]butyl}guanidine NC1=NC2=CC=CC=C2C2=C1N=C1N2[C@H](COC1)CCCCNC(=N)N